6-(Cyclopropanamido)-4-((6-fluoro-2-methoxy-3-(1-methyl-1H-1,2,4-triazol-3-yl)phenyl)amino)-N-(methyl-d3)pyridazine-3-carboxamide C1(CC1)C(=O)NC1=CC(=C(N=N1)C(=O)NC([2H])([2H])[2H])NC1=C(C(=CC=C1F)C1=NN(C=N1)C)OC